CN1C(=NC2=C1C=C(C=C2C)C2CCN(CC2)C(=O)OC(C)(C)C)C2=CC=C(C=C2)S(N)(=O)=O tert-butyl 4-(1,4-dimethyl-2-(4-sulfamoylphenyl)-1H-benzo[d]imidazol-6-yl)piperidine-1-carboxylate